1-Methyl-5-((1S,5R)-1-(5-(1-methylpiperidin-4-yl)-1,3,4-oxadiazol-2-yl)-5-(trifluoromethyl)-3-azabicyclo[3.1.0]hex-3-yl)-2-oxo-1,2-dihydroquinoline-8-carbonitrile CN1C(C=CC2=C(C=CC(=C12)C#N)N1C[C@@]2(C[C@@]2(C1)C(F)(F)F)C=1OC(=NN1)C1CCN(CC1)C)=O